bromodifluoromethyl-benzene BrC1=C(C=CC=C1)C(F)F